5-bromo-2-fluoro-4-methyl-N-(4-(trifluoromethyl)pyridin-2-yl)benzamide BrC=1C(=CC(=C(C(=O)NC2=NC=CC(=C2)C(F)(F)F)C1)F)C